C(CC)(=O)[O-].C(CC)(=O)[O-].C(CC)(=O)[O-].C(CC)(=O)[O-].[Si+4] silicon tetrapropionate